NC1=C(C=CC=C1)[S@@](=O)C1=NC(=NC=C1C(F)(F)F)N[C@@H]1CNCCC1 4-[(R)-2-aminobenzenesulfinyl]-N-[(3S)-piperidin-3-yl]-5-(trifluoromethyl)pyrimidin-2-amine